[(1R)-1-(2-chloro-3-pyridyl)ethyl] N-[3-methyl-5-(2-oxo-1,4-dihydropyrido[3,2-d][1,3]oxazin-6-yl)triazol-4-yl]carbamate CN1N=NC(=C1NC(O[C@H](C)C=1C(=NC=CC1)Cl)=O)C=1C=CC=2NC(OCC2N1)=O